FC1=C(C=C(C=C1)C1=C(C=CC=C1)N1CCC(CC1)C1=C(N=CN1)C)C 1-(4'-fluoro-3'-methyl-[1,1'-biphenyl]-2-yl)-4-(4-methyl-1H-imidazol-5-yl)piperidine